C(#C)C=1C(=CC=C2C=C(C=C(C12)C1=C(C=C2C(=NC(=NC2=C1F)OC[C@]12CCCN2C[C@@H](C1)F)N1C[C@@](CCC1)(O)C)F)O)F (3R)-1-(7-(8-ethynyl-7-fluoro-3-hydroxynaphthalen-1-yl)-6,8-difluoro-2-(((2R,7aS)-2-Fluorotetrahydro-1H-pyrrolizine-7a(5H)-yl)methoxy)quinazolin-4-yl)-3-methylpiperidin-3-ol